C(N)(=O)C(C)NC1=C(C=CC(=N1)C(=O)OC)B1OC(C(O1)(C)C)(C)C Methyl 6-((1-carbamoylethyl)amino)-5-(4,4,5,5-tetramethyl-1,3,2-dioxaborolan-2-yl)pyridine-2-carboxylate